C1(CCCCC1)N1N=CC=2C1=NC(=NC2NC(=O)C=2SC(=CC2)[N+](=O)[O-])C2=C(C=C(C=C2)Cl)Cl N-(1-cyclohexyl-6-(2,4-dichlorophenyl)-1H-pyrazolo[3,4-d]pyrimidin-4-yl)-5-nitrothiophene-2-carboxamide